2,6-naphthyridine-4-carbonitrile Hydrochloride Cl.C1=NC=C(C2=CN=CC=C12)C#N